CC1=NN(C=C1NC1=NC=C(C(=N1)NCCCN1C(COCC1)=O)C(F)(F)F)C1CC2CCC(C1)N2C 4-(3-((2-((3-methyl-1-(8-methyl-8-azabicyclo[3.2.1]octan-3-yl)-1H-pyrazol-4-yl)amino)-5-(trifluoromethyl)pyrimidin-4-yl)amino)propyl)morpholin-3-one